C(C1=CC=CC=C1)OC1=C2C(=C(NC2=CC=C1)C)C1CN(CC1)CCCN1N=CC=N1 4-(benzyloxy)-2-methyl-3-(1-(3-(2H-1,2,3-triazol-2-yl)propyl)pyrrolidin-3-yl)-1H-indole